3-(1-acetyl-4-ethoxypiperidin-4-yl)-5-chloro-1,7-dimethyl-2-oxo-1,2-dihydro-1,6-naphthyridin-8-yl trifluoromethanesulfonate FC(S(=O)(=O)OC=1C(=NC(=C2C=C(C(N(C12)C)=O)C1(CCN(CC1)C(C)=O)OCC)Cl)C)(F)F